C(CCCCCCCCCCCCCCCCCCCCC)OC(C(=O)O)CCCCCCCCCCCCCCCC behenyloxystearic acid